FC(C1=NOC(=N1)C=1C(=NC(=NC1)NC1=CC(=C(C(=O)N(C)C)C=C1)C)N[C@H](CO)C1=CC=CC=C1)F 4-[[5-[3-(difluoromethyl)-1,2,4-oxadiazol-5-yl]-4-[[(1S)-2-hydroxy-1-phenyl-ethyl]amino]pyrimidin-2-yl]amino]-N,N,2-trimethyl-benzamide